C(C)(C)C1CC2(CCC(O2)OCCOC2OC3(CC2)CC(CC3)C(C)C)CC1 1,2-bis((7-isopropyl-1-oxaspiro[4.4]nonan-2-yl)oxy)ethane